CC1=C(C=C(OC[C@H]2N(CC2)C(=O)OC(C)(C)C)C=C1)C(NC1(CC1)C1=C2C=CC(=NC2=CC(=C1)CCC(F)(F)F)C)=O tert-butyl (S)-2-((4-methyl-3-((1-(2-methyl-7-(3,3,3-trifluoropropyl)quinolin-5-yl)cyclopropyl)carbamoyl)phenoxy)methyl)azetidine-1-carboxylate